COC1=C(C=C2C(=NC(=NC2=C1)C)N[C@H](C)C1=CC(=CC(=C1)C(F)(F)F)[N+](=O)[O-])O (R)-7-methoxy-2-methyl-4-((1-(3-nitro-5-(trifluoromethyl)phenyl)ethyl)amino)quinazoline-6-ol